C(#N)CC(=O)NC=1SC(=NN1)C=1SC=CC1 cyano-N-(5-(thiophen-2-yl)-1,3,4-thiadiazol-2-yl)acetamide